4-{[5-(4-amino-4-methylpiperidin-1-yl)-[1,2,4]triazolo[4,3-c]pyrimidin-8-yl]sulfanyl}-3-chloropyridin-2-amine NC1(CCN(CC1)C1=NC=C(C=2N1C=NN2)SC2=C(C(=NC=C2)N)Cl)C